NC(C(CC(=O)O)=O)(C)N 4,4-DIAMINO-3-OXOPENTANOIC ACID